(cyclopropylimino)(methyl)(4-(5-(trifluoromethyl)-1,2,4-oxadiazol-3-yl)phenyl)-λ6-sulfanone C1(CC1)N=S(=O)(C1=CC=C(C=C1)C1=NOC(=N1)C(F)(F)F)C